C(C)(C)(C)C=1C(=C(C=C(C1)CCC(=O)OC)N1N=C2C(=N1)C=CC=C2)O 2-(3'-tert-Butyl-2'-hydroxy-5'-(2-methoxycarbonylethyl)phenyl)-benzotriazol